C(C1=CC=CC=C1)OC(=O)NCC(CCCOC1=CC=NN1C)C 5-((5-(((benzyloxy)carbonyl)amino)-4-methylpentyl)oxy)-1-methyl-1H-pyrazole